2-(2-isopropyl-5-methylcyclohexyl)-2-(phenethyl)-1,3-dimethoxypropane C(C)(C)C1C(CC(CC1)C)C(COC)(COC)CCC1=CC=CC=C1